C(C1=CC=CC=C1)=P(C1=CC=CC=C1)(C1=CC=CC=C1)C1=CC=CC=C1 Benzylidenetriphenylphosphine